C(CC)(=O)OC(CN1CCC(CC1)NC1=C2C=C(N(C2=CC=C1)CC(F)(F)F)C#CCNC1=C(C=C(C=C1)C(NC)=O)OC)COC(CC)=O 1-(4-{[2-(3-{[2-methoxy-4-(methylcarbamoyl) phenyl]amino} prop-1-yn-1-yl)-1-(2,2,2-trifluoroethyl)-1H-indol-4-yl]amino}piperidin-1-yl)-3-(propanoyloxy)propan-2-yl propanoate